ClCCC[C@@H](O)C1=CC=C(C=C1)C |r| racemic-4-chloro-1-(4-tolyl)-1-butanol